O(S(=O)(=O)C(F)(F)F)[SiH2]C(C)(C)C.O(S(=O)(=O)C(F)(F)F)[SiH2]C(C)(C)C bis-t-butylsilyl bis-triflate